N-1H-indazol-6-yl-N-(3-methoxy-2-methylbenzyl)-1,2-dimethyl-5-(2-{[(3S)-3-(morpholin-4-ylmethyl)-3,4-dihydroisoquinolin-2(1H)-yl]carbonyl}-5-nitrophenyl)-1H-pyrrole-3-carboxamide N1N=CC2=CC=C(C=C12)N(C(=O)C1=C(N(C(=C1)C1=C(C=CC(=C1)[N+](=O)[O-])C(=O)N1CC2=CC=CC=C2C[C@H]1CN1CCOCC1)C)C)CC1=C(C(=CC=C1)OC)C